C(C)OC(/C(=C/C=1N=C(SC1)C)/N=[N+]=[N-])=O (Z)-2-azido-3-(2-methylthiazol-4-yl)acrylic acid Ethyl ester